COC1=CC=C2CCC=3C(=NOC3C2=C1)N 8-methoxy-4,5-dihydronaphtho[2,1-d]isoxazol-3-amine